O1C(=CC=C1)CC(=O)O 2-Furanacetic Acid